tert-butyl (3R)-3-{3-[2-hydroxy-4-(trifluoromethyl)phenyl]-4-methyl-5H,6H,7H-pyrido[2,3-c]pyridazin-8-yl}-[1,4'-bipiperidine]-1'-carboxylate OC1=C(C=CC(=C1)C(F)(F)F)C1=C(C2=C(N=N1)N(CCC2)[C@H]2CN(CCC2)C2CCN(CC2)C(=O)OC(C)(C)C)C